(3E)-3-[[(S)-2-methylpropane-2-sulfinyl]imino]spiro[furo[2,3-c]pyridine-2,4'-piperidine]-1'-carboxylate CC(C)(C)[S@](=O)\N=C\1/C=2C(=CN=CC2)OC12CCN(CC2)C(=O)[O-]